BrC1=C2C=NNC2=CC2=C1C(CC2)C 4-bromo-5-methyl-1,5,6,7-tetrahydrocyclopenta[f]indazole